(2S)-N-{bicyclo[1.1.1]pentan-1-yl}-2-({5-[(1S)-1-[(5-chloro-2-methylpyridin-3-yl)amino]ethyl]thiophen-2-yl}formamido)-3-cyclopentylpropanamide C12(CC(C1)C2)NC([C@H](CC2CCCC2)NC(=O)C=2SC(=CC2)[C@H](C)NC=2C(=NC=C(C2)Cl)C)=O